O=C(C(=O)OCC(F)(F)F)N1[C@H](CC[C@@H](C1)C)C=1SC=CC1 |r| 2,2,2-Trifluoroethyl 2-oxo-2-[rac-(2R,5S)-5-methyl-2-(2-thienyl)-1-piperidyl]acetate